[2-(3-[1-(4,4-Dimethyl-2,6-dioxocyclohexylidene)ethylamino]propoxy)-1,1-bis-{3-[1-(4,4-dimethyl-2,6-dioxocyclohexylidene)ethylamino]propoxymethyl}-ethyl]isocyanate CC1(CC(C(C(C1)=O)=C(C)NCCCOCC(COCCCNC(C)=C1C(CC(CC1=O)(C)C)=O)(COCCCNC(C)=C1C(CC(CC1=O)(C)C)=O)N=C=O)=O)C